BrC(C(=O)OCC)C(=O)OCC Diethyl bromomalonate